D,L-β-aminopropionitrile NCCC#N